(S)-methyl 2-(1-(4-(((benzyloxy) carbonyl) amino)-5-methoxy-5-oxopentyl)-1H-1,2,3-triazol-4-yl)-5-nitrobenzoate C(C1=CC=CC=C1)OC(=O)N[C@@H](CCCN1N=NC(=C1)C1=C(C(=O)OC)C=C(C=C1)[N+](=O)[O-])C(=O)OC